O=C1N(CCC(N1)=O)C1=COC2=C1C=CC(=C2)C(=O)O 3-(2,4-dioxotetrahydropyrimidin-1(2H)-yl)benzofuran-6-carboxylic acid